CN1CCC(CC1)(C)C=1C=CC(=NC1)NC=1C=CC(=C2CNC(C12)=O)C1=C2C(=NC=C1)N(C=C2)C 7-((5-(1,4-dimethylpiperidin-4-yl)pyridin-2-yl)amino)-4-(1-methyl-1H-pyrrolo[2,3-b]pyridin-4-yl)isoindolin-1-one